(cis)-benzyl 5-(2-cyano-2-methylpropyl)-3,3-difluoro-4-oxohexahydropyrrolo[3,4-b]pyrrole-1(2H)-carboxylate C(#N)C(CN1C[C@@H]2N(CC([C@@H]2C1=O)(F)F)C(=O)OCC1=CC=CC=C1)(C)C